4-(2-(4-aminopiperidin-1-yl)-2-oxoethoxy)-2-(2,6-dioxopiperidin-3-yl)isoindoline-1,3-dione NC1CCN(CC1)C(COC1=C2C(N(C(C2=CC=C1)=O)C1C(NC(CC1)=O)=O)=O)=O